OC(C(=O)OCCC(C)C)(C)C 3-methylbutyl α-hydroxyisobutyrate